N1-(2-(dimethylamino)ethyl)-5-isopropoxy-N1-methyl-2-nitrobenzene-1,4-diamine CN(CCN(C1=C(C=C(C(=C1)OC(C)C)N)[N+](=O)[O-])C)C